(4Z)-4-(1,3-Benzothiazol-6-ylmethylene)-2-(indan-2-ylamino)-1H-imidazol-5-one S1C=NC2=C1C=C(C=C2)\C=C\2/N=C(NC2=O)NC2CC1=CC=CC=C1C2